1'-(tert-Butoxycarbonyl)-1-oxo-1,3-dihydrospiro[indene-2,4'-piperidine]-6-carboxylic acid C(C)(C)(C)OC(=O)N1CCC2(CC1)C(C1=CC(=CC=C1C2)C(=O)O)=O